tetrahydro-2H-thiopyran-4-ol S1CCC(CC1)O